ethyl-4-hydroxy-6-(1-methyl-1H-pyrazol-4-yl)pyrazolo[1,5-a]pyrazine C(C)C1=NN2C(C(=NC(=C2)C=2C=NN(C2)C)O)=C1